imino(methyl)(quinolin-5-yl)-λ6-sulfanone N=S(=O)(C1=C2C=CC=NC2=CC=C1)C